C1CC12CCN(CC2)C2=C(C(=O)NC1=CC=CC3=CC(=CC=C13)OC)C=CC(=C2)NS(=O)(=O)CCO 2-{6-Azaspiro[2.5]octane-6-yl}-4-(2-hydroxyethanesulfonylamino)-N-(6-methoxynaphthalen-1-yl)benzamide